ClC=1C=C2C(NC(=NC2=CC1)C1=C(C=CC(=C1)Cl)O)=O 6-chloro-2-(5-chloro-2-hydroxyphenyl)quinazolin-4-one